bis(4-hydroxy-3,5-dimethylphenyl)diphenylmethane OC1=C(C=C(C=C1C)C(C1=CC=CC=C1)(C1=CC=CC=C1)C1=CC(=C(C(=C1)C)O)C)C